2-benzyl-7-((tert-butyldiphenylsilyl)oxy)-2-azaspiro[4.5]decane-1-carbonitrile C(C1=CC=CC=C1)N1C(C2(CC1)CC(CCC2)O[Si](C2=CC=CC=C2)(C2=CC=CC=C2)C(C)(C)C)C#N